2-butyne-1,4-diyl dimesylate S(C)(=O)(=O)OCC#CCOS(C)(=O)=O